CC1=C2NC=3C(=CC=C(C3C(C2=CC=C1)=O)NCCCCCC(=O)O)[N+](=O)[O-] 6-((5-methyl-4-nitro-9-oxo-9,10-dihydroacridin-1-yl)amino)hexanoic acid